C(#N)[C@H](CC1=CC=C(C=C1)C=1C=CC2=C(N(C(O2)=O)C)C1)NC(=O)[C@H]1OC[C@](CNC1)(C)OC |o1:27| (2S,6R*)-N-((S)-1-cyano-2-(4-(3-methyl-2-oxo-2,3-dihydrobenzo[d]oxazol-5-yl)phenyl)ethyl)-6-methoxy-6-methyl-1,4-oxazepane-2-carboxamide